tert-Butyl (1-(6-(hydroxymethyl)-4-methylpyridin-2-yl)azetidin-3-yl)(methyl)carbamate OCC1=CC(=CC(=N1)N1CC(C1)N(C(OC(C)(C)C)=O)C)C